N-(5-(7-(2,6-dichloro-3,5-dimethoxyphenyl)-2,6-naphthyridin-3-yl)-1-(2-methoxyethyl)-1H-pyrazol-4-yl)acrylamide ClC1=C(C(=C(C=C1OC)OC)Cl)C1=NC=C2C=C(N=CC2=C1)C1=C(C=NN1CCOC)NC(C=C)=O